[O-]C#N.[K+] Kalium cyanat